COC=1C=C(C=CC1OC)C1=CC=NC=2N1N=C(C2)C(=O)NC2=CC=C(C(=O)OCCN1CCCC1)C=C2 2-(pyrrolidin-1-yl)ethyl 4-(7-(3,4-dimethoxyphenyl)pyrazolo[1,5-a]pyrimidine-2-carboxamido)benzoate